BrC=1C(=C(C=CC1OCC(C)(C)O)C=1C(CC(NN1)=O)C)F 6-[3-bromo-2-fluoro-4-(2-hydroxy-2-methylpropoxy)phenyl]-5-methyl-4,5-dihydro-2H-pyridazin-3-one